1-(3-fluoropyridin-4-yl)ethyl (1-methyl-4-(6-methyl-5-(methylsulfonamido) pyridin-2-yl)-1H-1,2,3-triazol-5-yl)carbamate CN1N=NC(=C1NC(OC(C)C1=C(C=NC=C1)F)=O)C1=NC(=C(C=C1)NS(=O)(=O)C)C